CC1=C(C=CC(=C1C=1N=CN(C1)C)NC1=NC=CC=C1)S(=O)(=O)N methyl-3-(1-methylimidazol-4-yl)-4-(2-pyridylamino)benzenesulfonamide